N-(6-(5-chloro-6-fluoro-7-((propan-2-yl-1,1,1,3,3,3-d6)amino)-1H-indazol-4-yl)imidazo[1,2-a]pyrazin-2-yl)-2-fluorocyclopropane-1-carboxamide ClC=1C(=C2C=NNC2=C(C1F)NC(C([2H])([2H])[2H])C([2H])([2H])[2H])C=1N=CC=2N(C1)C=C(N2)NC(=O)C2C(C2)F